5-cyano-6-methyl-2-oxo-1-phenyl-1,2-dihydropyridine-3-carboxylate C(#N)C=1C=C(C(N(C1C)C1=CC=CC=C1)=O)C(=O)[O-]